C[C@@]1([C@@H](C1)C)C(=O)N1CCC2(CO2)CC1 ((1R,2R)-1,2-Dimethylcyclopropyl)(1-oxa-6-azaspiro[2.5]octan-6-yl)methanone